C(C)(=O)C1=CC=C2C(N(C(C2=C1)=O)CC1=NC=C(C=C1)Cl)(OCC1(CC1)CO)C1=C(C=C(C=C1)Cl)F 6-acetyl-3-(4-chloro-2-fluorophenyl)-2-((5-chloropyridin-2-yl)methyl)-3-((1-(hydroxymethyl)cyclopropyl)methoxy)isoindolin-1-one